(S)-(4-(Difluoromethyl)-2-hydroxy-6-(pyridin-2-ylmethoxy)phenyl)(8-((tetrahydrofuran-3-yl)amino)-3,4-dihydroisoquinolin-2(1H)-yl)methanone FC(C1=CC(=C(C(=C1)OCC1=NC=CC=C1)C(=O)N1CC2=C(C=CC=C2CC1)N[C@@H]1COCC1)O)F